CCOC(C[NH+]1CC[NH+](CC1)CC(C)C(=O)C2=CC=CC=C2)C3=CC=CC=C3 The molecule is an organic cation obtained by protonation of the two tertiary amino groups of eprazinone. It is an organic cation and an ammonium ion derivative. It is a conjugate acid of an eprazinone.